2-[[2-[4-[(2,6-Dioxo-3-piperidyl)amino]phenyl]acetyl]-methyl-amino]acetic acid hydrochloride Cl.O=C1NC(CCC1NC1=CC=C(C=C1)CC(=O)N(CC(=O)O)C)=O